4-(4-Hydroxy-3-methylphenyl)piperazine-1-carboxylic acid tert-butyl ester C(C)(C)(C)OC(=O)N1CCN(CC1)C1=CC(=C(C=C1)O)C